1-(((1R,3r,5S)-8-((4-(Difluoromethoxy)phenyl)sulfonyl)-8-azabicyclo[3.2.1]octan-3-yl)amino)-2-methylpropan-2-ol FC(OC1=CC=C(C=C1)S(=O)(=O)N1[C@H]2CC(C[C@@H]1CC2)NCC(C)(O)C)F